methyl-4-(4-(5-(4-chloro-3-fluorophenyl)-7,7-dimethyl-6,7-dihydro-5H-pyrrolo[2,3-b]pyrazine-2-carbonyl)-3,3-dimethylpiperazin-1-yl)-2,6-dimethylnicotinic acid CC=1C(=NC(=C(C(=O)O)C1N1CC(N(CC1)C(=O)C=1N=C2C(=NC1)N(CC2(C)C)C2=CC(=C(C=C2)Cl)F)(C)C)C)C